C(#N)C1=C(C=CC=C1)[C@H]([C@@H](C)C=1N(C(C(=C(N1)C(=O)NC=1C=NOC1)O)=O)C)C1=NC=C(N=C1)C 2-((1S,2R)-1-(2-cyanophenyl)-1-(5-methylpyrazin-2-yl)propan-2-yl)-5-hydroxy-N-(isoxazol-4-yl)-1-methyl-6-oxo-1,6-dihydropyrimidine-4-carboxamide